FC=1C=NC(=NC1)OC1CCN(CC1)C=1SC2=C(C(N1)=O)C=C(C=C2[N+](=O)[O-])C(F)(F)F 2-(4-((5-fluoropyrimidin-2-yl)oxy)piperidin-1-yl)-8-nitro-6-(trifluoromethyl)-4H-benzo[e][1,3]thiazin-4-one